C1=CC=CC2=CC3=CC=CC=C3C(=C12)CC=1C(=C2N(C(C1)=O)C(=C(S2)C2=CC(=C(C=C2)OCCCCC)C)C(=O)O)OC 7-(Anthracene-9-ylmethyl)-8-methoxy-2-(3-methyl-4-(pentyloxy)phenyl)-5-oxo-thiazolo[3,2-a]Pyridine-3-carboxylic acid